[N+](=O)([O-])C1=C(C=CC=C1)N=O nitro(nitroso)benzene